ClC1=C(C=CC(=C1)Cl)C1=C(C2=C(OCC1)C=C(C=C2)C(=O)OC)C2=CC=C(C=C2)C=C2CN(C2)CCCF methyl 4-(2,4-dichlorophenyl)-5-(4-((1-(3-fluoropropyl)azetidin-3-ylidene)methyl)phenyl)-2,3-dihydrobenzo[b]oxepine-8-carboxylate